7-phenethyl-5,6,7,8-tetrahydro-1,6-naphthyridine-2-sulfonic acid C(CC1=CC=CC=C1)C1NCC=2C=CC(=NC2C1)S(=O)(=O)O